C(CCCCC(CCCCCC)N1C(C(C2=CC=CC=C12)(C)C)=C)N1C(C(C2=CC=CC=C12)(C)C)=C 1,1'-(Dodecane-1,6-diyl)-bis(2-methylene-3,3-dimethyl-3H-indole)